FC1=C(C=CC=C1)C=1OC2=C(C=C(C=C2C(C1C)=O)C)[C@@H](C)NC=1C(=NC=CC1)C#N 3-[[(1R)-1-[2-(2-Fluorophenyl)-3,6-dimethyl-4-oxo-chromen-8-yl]ethyl]amino]pyridine-2-carbonitrile